(E)-Methyl-3-(3,5-difluoro-4-formylphenyl)acrylat COC(\C=C\C1=CC(=C(C(=C1)F)C=O)F)=O